N-((1s,4s)-4-((5-(imidazo[1,2-a]pyrimidin-6-yl)-4-methoxy-7H-pyrrolo[2,3-d]pyrimidin-2-yl)amino)cyclohexyl)acetamide N=1C=CN2C1N=CC(=C2)C2=CNC=1N=C(N=C(C12)OC)NC1CCC(CC1)NC(C)=O